2-ethoxy-N-[(8-hydroxy-5-nitroquinolin-7-yl)(pyridin-3-yl)methyl]acetamide C(C)OCC(=O)NC(C=1C=NC=CC1)C1=CC(=C2C=CC=NC2=C1O)[N+](=O)[O-]